C1(CC1)C=1NC(=C(C1C(F)(F)F)C1=CC=CC=C1)C 2-cyclopropyl-5-methyl-4-phenyl-3-(trifluoromethyl)-1H-pyrrole